DihydroxyPropyltheophylline CN1C2=C(C(=O)N(C1=O)C)N(C=N2)CC(CO)O